N-(4-(1-(2-cyanoacetyl)-1,2,3,6-tetrahydropyridin-4-yl)-1H-pyrrolo[2,3-b]pyridin-6-yl)furan-2-carboxamide C(#N)CC(=O)N1CCC(=CC1)C1=C2C(=NC(=C1)NC(=O)C=1OC=CC1)NC=C2